C(C)(C)N1N(C2=NC(=NC=C2C1=O)SC)C1=CC(=NC=C1)N(S(=O)(=O)C)C N-(4-(2-isopropyl-6-(methylthio)-3-oxo-2,3-dihydro-1H-pyrazolo[3,4-d]pyrimidin-1-yl)pyridin-2-yl)-N-methylmethanesulfonamide